4-[[(1R)-2-[5-(2-fluoro-3-methoxyphenyl)-3-[[2-fluoro-6-(trifluoromethyl)phenyl]methyl]-3,6-dihydro-4-methyl-2,6-dioxo-1(2H)-pyrimidinyl]-1-phenylethyl]amino]-butyric acid FC1=C(C=CC=C1OC)C1=C(N(C(N(C1=O)C[C@@H](C1=CC=CC=C1)NCCCC(=O)O)=O)CC1=C(C=CC=C1C(F)(F)F)F)C